CC(CCOC(C1=CC=C(C=C1)O)=O)CC\C=C(\CCC=C(C)C)/C (E)-3,7,11-Trimethyldodeca-6,10-dien-1-yl-4-hydroxybenzoat